(3R)-3-Hydroxydecan-2-one O[C@@H](C(C)=O)CCCCCCC